C(C(CO)OP(=O)([O-])[O-])O.[Ca+2] calcium β-glycerophosphate